CC(C(=O)N1CCC(CC1)CN1[C@@H]([C@H]([C@@H]([C@H](C1)O)O)O)C)C 2-methyl-1-(4-(((2r,3r,4r,5s)-3,4,5-trihydroxy-2-methylpiperidin-1-yl)methyl)piperidin-1-yl)propan-1-one